N-(2,6-dichloro-3,5-dimethoxyphenyl)acetamide ClC1=C(C(=C(C=C1OC)OC)Cl)NC(C)=O